C(CC=C)O[Si](C)(C)C(C)(C)C (But-3-en-1-yloxy)(t-butyl)dimethylsilane